C1(CC1)S(=O)(=O)NC1=NC(=NC=C1)C1(CCOCC1)C(=O)NC1=NC=C(C=C1)C1=NC(=CN=C1)OCC 4-(4-(cyclopropanesulfonamido)pyrimidin-2-yl)-N-(5-(6-ethoxypyrazin-2-yl)pyridin-2-yl)tetrahydro-2H-pyran-4-carboxamide